N1=CC(=CC=C1)CN(CC(=O)NO)CC=1C=NC=CC1 2-[bis(3-pyridylmethyl)amino]ethanehydroxamic acid